NC(C(=O)O)CCCNC(=N)N α-amino-δ-guanidino-valeric acid